OCC1C[C@H]([C@H](N1C(=O)OCC1=CC=CC=C1)C(=O)OC)CCCB1OC(C(O1)(C)C)(C)C 1-benzyl 2-methyl (2S,3R)-5-(hydroxymethyl)-3-(3-(4,4,5,5-tetramethyl-1,3,2-dioxaborolan-2-yl)propyl)pyrrolidine-1,2-dicarboxylate